N-(1'-(4-methyl-6-(2-oxa-7-azaspiro[3.5]non-7-yl)pyridin-2-yl)-1',2'-dihydrospiro[cyclopropane-1,3'-pyrrolo[3,2-c]pyridin]-6'-yl)acetamide CC1=CC(=NC(=C1)N1CCC2(COC2)CC1)N1CC2(C=3C=NC(=CC31)NC(C)=O)CC2